ClC1=CC=C(C=N1)C1=NC=NC(=N1)C1=CC=CC=C1 4-(6-chloropyridin-3-yl)-6-phenyl-1,3,5-triazine